1-OXO-1,2-DIHYDROISOQUINOLINE-5-CARBALDEHYDE O=C1NC=CC=2C(=CC=CC12)C=O